FC(C1=NN=C(O1)C1=CC=C(CN(C(=S)N2CC3(CN(C3)C(=O)OC(C)(C)C)C2)C2=CC=C(C=C2)F)C=C1)F Tert-butyl 6-((4-(5-(difluoromethyl)-1,3,4-oxadiazol-2-yl) benzyl) (4-fluorophenyl) thiocarbamoyl)-2,6-diazaspiro[3.3]heptane-2-carboxylate